4-((2S,5R)-4-(4-Chloro-3-fluorobenzyl)-2,5-dimethylpiperazin-1-yl)-2-methyl-1-(((S)-tetrahydrofuran-2-yl)methyl)-1H-[1,2,4]triazolo[3,4-b]purine ClC1=C(C=C(CN2C[C@@H](N(C[C@H]2C)C=2C=3N=C(N(C3N3C(N2)=NN=C3)C[C@H]3OCCC3)C)C)C=C1)F